1-Methyl-3-(trifluoromethyl)-N-(1,1,3-trimethyl-2,3-dihydro-1H-inden-4-yl)-1H-pyrazol-4-carboxamid CN1N=C(C(=C1)C(=O)NC1=C2C(CC(C2=CC=C1)(C)C)C)C(F)(F)F